C1=CSC=2C1=NC=1C2C=CC2=C3C(=NC12)C1=C(S3)C=CS1 Thieno[2',3':4,5]Pyrrolo[3,2-g]Thieno[2',3':4,5]Thieno[3,2-b]Indole